methyl 5-(bromomethyl)-2-chloro-3-fluoroisonicotinate BrCC1=CN=C(C(=C1C(=O)OC)F)Cl